ethyl-2-((3R)-1-(3-ethyl-5-(3-((tetrahydro-2H-pyran-2-yl)oxy)prop-1-yn-1-yl)pyrazin-2-yl)piperidin-3-yl)acetate C(C)OC(C[C@@H]1CN(CCC1)C1=NC=C(N=C1CC)C#CCOC1OCCCC1)=O